3-fluoro-6-[trans-2-methylcyclopropoxy]-2-(2-methylpyrazol-3-yl)benzonitrile FC=1C(=C(C#N)C(=CC1)O[C@H]1[C@@H](C1)C)C=1N(N=CC1)C